FC(C(C1=CC(=C(C=C1C)N)C(C(F)(F)F)(O)C(F)(F)F)C1=CC(=C(C=C1C)N)C(C(F)(F)F)(C(F)(F)F)O)(F)F 1,1,1-trifluoro-2,2-bis(3-(1-hydroxy-1-trifluoromethyl-2,2,2-trifluoroethyl)-6-methyl-4-aminophenyl)ethane